NC=1C=C(C(=O)O)C=CC1Cl 3-Amino-4-chlorobenzoic acid